OCCCO[C@H](CC(C)C)[C@H]1N(C(OC1)(C)C)C(=O)OC(C)(C)C tert-butyl (4S)-4-[(1R)-1-(3-hydroxypropoxy)-3-methyl-butyl]-2,2-dimethyl-oxazolidine-3-carboxylate